C(=O)O.CN(CCC1=CNC2=CC=CC(=C12)N([C@@H](C(C)C)C(=O)O)C(=O)OC(C)(C)C)C.OC(C)(C)C=1C=C(OC1)S(=O)(=O)NC(NC1=C2C(CCC2=CC=2CCCC12)=O)=O 4-(2-hydroxypropan-2-yl)-N-((3-oxo-1,2,3,5,6,7-hexahydro-s-indacen-4-yl)carbamoyl)furan-2-sulfonamide 3-(2-(dimethylamino)ethyl)-1H-indol-4-yl-(tert-butoxycarbonyl)-L-valinate formate